N-(4-((3-chloro-2-fluorophenyl)amino)-7-((5,7-dimethyl-2-oxa-5-azaspiro[3.4]octan-7-yl)ethynyl)quinazolin-6-yl)acrylamide ClC=1C(=C(C=CC1)NC1=NC=NC2=CC(=C(C=C12)NC(C=C)=O)C#CC1(CN(C2(COC2)C1)C)C)F